CC1(CCN(CC1)CC1=CC(=NC=C1)C1=CC=C(C=C1)C(C)C)C 4-((4,4-dimethylpiperidin-1-yl)methyl)-2-(4-isopropylphenyl)pyridine